N1(CCCC1)C1=CC=C(C=C1)B(O)O 4-(1-pyrrolidinyl)phenylboronic acid